5,6,7,8-tetrafluoro-1-(N-carbazolyl)-4-phenylphthalazine FC1=C2C(=NN=C(C2=C(C(=C1F)F)F)N1C2=CC=CC=C2C=2C=CC=CC12)C1=CC=CC=C1